FC(C)([C@]1(CN(CC1)C(C)(C)C=1C=NC(=CC1)C)CCC=1SC(=CC1)F)NC(=O)NC1=CC=CC=C1 |o1:3| 1-(1-fluoro-1-((R or S)-3-(2-(5-fluorothiophen-2-yl)ethyl)-1-(2-(6-methylpyridin-3-yl)propan-2-yl)pyrrolidin-3-yl)ethyl)-3-phenylurea